(R)-2-((2R,3R)-3-(3-fluorophenyl)oxiran-2-yl)pyrrolidine-1-carboxylic acid tert-butyl ester C(C)(C)(C)OC(=O)N1[C@H](CCC1)[C@H]1O[C@@H]1C1=CC(=CC=C1)F